2-phenyl-3,5,7-tri-(t-butylcarbonyloxy)-quinolin-4-one C1(=CC=CC=C1)C1=NC2=CC(=CC(=C2C(C1OC(=O)C(C)(C)C)=O)OC(=O)C(C)(C)C)OC(=O)C(C)(C)C